4-(5-(3-amino-8-azabicyclo[3.2.1]octane-8-yl)-8-(3-fluoro-4-methoxyphenyl)imidazolo[1,2-c]pyrimidin-7-yl)-2,3-difluorobenzonitrile hydrochloride Cl.NC1CC2CCC(C1)N2C2=NC(=C(C=1N2C=CN1)C1=CC(=C(C=C1)OC)F)C1=C(C(=C(C#N)C=C1)F)F